FC1=C(C=CC=C1)CC(C#C)O (2-fluorophenyl)-3-butyn-2-ol